di-t-amyl-oxygen C(C)(C)(CC)OC(C)(C)CC